ClC1=CC=C(C(=N1)S(=O)(=O)N)O[C@H](C)C=1C=C(C=C2C(C(=C(OC12)C=1C=C2C(=NC1)C=CO2)C)=O)C 6-Chloro-3-[(1R)-1-(2-furo[3,2-b]pyridin-6-yl-3,6-dimethyl-4-oxo-chromen-8-yl)ethoxy]pyridine-2-sulfonamide